(3aS,4R,6aR)-1-((((S)-2-amino-3-phenylpropanoyloxy)methoxy)carbonyl)-4-(4-boronobutyl)octahydropyrrolo[3,4-b]pyrrole-4-carboxylic acid N[C@H](C(=O)OCOC(=O)N1[C@@H]2[C@H](CC1)[C@@](NC2)(C(=O)O)CCCCB(O)O)CC2=CC=CC=C2